C(C1CO1)OCCC[Si](CC)(CC)CC 3-(2,3-epoxypropoxy)propyl-triethyl-silane